FC(S(=O)(=O)[O-])(F)F.C(C)(=O)C1=CC=C(C=C1)[I+]C1=C(C=C(C=C1C)C)C (4-acetylphenyl)(mesityl)iodonium trifluoromethanesulfonate